D-(+)-cellobiose C([C@@H]1[C@H]([C@@H]([C@H]([C@@H](O1)O[C@@H]2[C@H](O[C@H]([C@@H]([C@H]2O)O)O)CO)O)O)O)O